Di-tert-butyl (2R,4S)-4-([1,1'-biphenyl]-4-yl)piperidine-1,2-dicarboxylate C1(=CC=C(C=C1)[C@@H]1C[C@@H](N(CC1)C(=O)OC(C)(C)C)C(=O)OC(C)(C)C)C1=CC=CC=C1